ethyl 7-[2-[4-(pentafluoro-λ6-sulfanyl)phenoxy]-3-pyridyl]-[1,2,4]triazolo[4,3-a]pyridine-3-carboxylate FS(C1=CC=C(OC2=NC=CC=C2C2=CC=3N(C=C2)C(=NN3)C(=O)OCC)C=C1)(F)(F)(F)F